C(CP(C1=CC=CC=C1)(C1=CC=CC=C1)C1=CC=CC=C1)P(C1=CC=CC=C1)(C1=CC=CC=C1)C1=CC=CC=C1 Ethylenebis(triphenylphosphine)